6-(1-(3-isopropyl-2-(8-methoxy-[1,2,4]triazolo[1,5-a]pyridin-6-yl)-4-methyl-1H-pyrrolo[2,3-c]pyridin-5-yl)piperidin-4-yl)-2-oxa-6-azaspiro[3.3]heptane C(C)(C)C1=C(NC2=CN=C(C(=C21)C)N2CCC(CC2)N2CC1(COC1)C2)C=2C=C(C=1N(C2)N=CN1)OC